FC1=C2N=CN=C3C2=C(OC(C2C4CCC(CN32)N4C(=O)[O-])C)N=C1C1=CC=CC4=CC=C(C(=C14)C#C[Si](C(C)C)(C(C)C)C(C)C)F 1-fluoro-2-(7-fluoro-8-((triisopropylsilyl)ethynyl)naphthalen-1-yl)-5-methyl-5a,6,7,8,9,10-hexahydro-5H-4-oxa-3,10a,11,13,14-pentaaza-6,9-methanonaphtho[1,8-ab]heptalene-14-carboxylate